benzyl (3S)-4-[[1-[(1-tert-butoxycarbonyl-4-hydroxy-4-piperidyl)methyl]-4-piperidyl]methyl]-3-methyl-piperazine-1-carboxylate C(C)(C)(C)OC(=O)N1CCC(CC1)(O)CN1CCC(CC1)CN1[C@H](CN(CC1)C(=O)OCC1=CC=CC=C1)C